FC=1C(=C(C=CC1F)[C@H]1CO[C@]([C@@H]1C)(C(F)(F)F)C)C=C (2R,3S,4R,5R)-3-(3,4-difluoro-2-vinyl-phenyl)-4,5-dimethyl-5-(trifluoromethyl)tetrahydrofuran